FC1=C(C=CC=C1)NC(C(=O)O)=O 2-((2-fluorophenyl)amino)-2-oxoacetic acid